C(C1=CC=CC=C1)OC(=O)[C@@H]1[C@@H](CCCC1)C(=O)N1[C@@H](C2=C(C=CC=C2CC1)O[C@@H]1CN(CC1)C(=O)OC(C)(C)C)CN1C(C2=CC=CC=C2C1=O)=O tert-Butyl (S)-3-(((S)-2-((1R,2S)-2-((benzyloxy)carbonyl)-cyclohexane-1-carbonyl)-1-((1,3-dioxoisoindolin-2-yl)methyl)-1,2,3,4-tetrahydroisoquinolin-8-yl)oxy)pyrrolidine-1-carboxylate